1-(2-(tert-butyl)-4-fluorophenyl)-3-(6-methoxy-2-methylpyridin-3-yl)-7-(trifluoromethyl)-2,3-dihydroquinazolin-4(1H)-one C(C)(C)(C)C1=C(C=CC(=C1)F)N1CN(C(C2=CC=C(C=C12)C(F)(F)F)=O)C=1C(=NC(=CC1)OC)C